(R)-3-methyl-1-(tetrahydro-2H-pyran-4-yl)-8-(6-(1-(2-(4-(trifluoromethyl)piperidin-1-yl)ethoxy)ethyl)pyridin-3-yl)-1H-imidazo[4,5-c]cinnolin-2(3H)-one CN1C(N(C2=C1N=NC=1C=CC(=CC21)C=2C=NC(=CC2)[C@@H](C)OCCN2CCC(CC2)C(F)(F)F)C2CCOCC2)=O